methyl 7,7-dimethyl-4-(5-methyl-1-(tetrahydro-2H-pyran-2-yl)-1H-indazol-4-yl)-2-oxo-1,2,5,6,7,8-hexahydroquinoline-3-carboxylate CC1(CCC=2C(=C(C(NC2C1)=O)C(=O)OC)C1=C2C=NN(C2=CC=C1C)C1OCCCC1)C